C(C)(=O)C=1C=C(C=C2C(N(C(=NC12)C1=C(N=C(O1)C)C)C)=O)C 8-acetyl-2-(2,4-dimethyloxazol-5-yl)-3,6-dimethylquinazolin-4(3H)-one